C(C)(C)(C)OC(=O)N1C[C@H]([C@@H](CC1)O)C |r| (+/-)-Trans-4-hydroxy-3-methylpiperidine-1-carboxylic acid tert-butyl ester